(R)-N-(4-(4,7-diazaspiro[2.5]octan-7-yl)-2-sulfamoylphenyl)-9-methyl-6-oxo-6,7,8,9-tetrahydropyrido[3',2':4,5]pyrrolo[1,2-a]pyrazine-2-carboxamide C1CC12NCCN(C2)C2=CC(=C(C=C2)NC(=O)C=2C=CC=1C=C3N([C@@H](CNC3=O)C)C1N2)S(N)(=O)=O